CN(C1=NC=2N(C3=CC=C(C=C13)C(=O)OC)C=NN2)C2=CC=CC=C2 methyl 5-(methyl (phenyl) amino)-[1,2,4]triazolo[4,3-a]quinazoline-7-carboxylate